C1=CC=CC=2C3=CC=CC=C3C(=CC12)C=1C=C(NC2=CC=CC=C2)C=CC1 3-(phenanthren-9-yl)-N-phenylaniline